FC1=C(C(=C(C(=C1F)F)F)F)CCCCCCCCCCCCCCCCCCN 2,3,4,5,6-pentafluorobenzeneoctadecaneamine